[Mn].[Ni].[Co] Cobalt-Nickel-Manganese